C(C)OC1=NOC(=C1I)CO (3-ethoxy-4-iodo-isoxazol-5-yl)methanol